4-(1-((6-(3-(2-azaspiro[3.3]heptan-2-yl)piperidin-1-yl)pyridazin-3-yl)methyl)-1H-1,2,3-triazol-4-yl)-6-methoxy-1H-indazole C1N(CC12CCC2)C2CN(CCC2)C2=CC=C(N=N2)CN2N=NC(=C2)C2=C1C=NNC1=CC(=C2)OC